4-(Acetyloxy)-2,6-dimethylbenzoic acid C(C)(=O)OC1=CC(=C(C(=O)O)C(=C1)C)C